3H-isochromeno[6,5,4-mna]xanthene-1,3-dione C1(OC(C=2C=3C4=C(C5=CC=CC=C5OC4=CC2)C=CC13)=O)=O